OC1=C(C(=CC(=C1)C(F)(F)F)C)C1=CC=C2C(=N1)N=C(N2)N2CCN(CC2)C(=O)OC(C)(C)C tert-butyl 4-(5-(2-hydroxy-6-methyl-4-(trifluoromethyl)phenyl)-1H-imidazo[4,5-b]pyridin-2-yl)piperazine-1-carboxylate